C(C)(C)(C)OC(CC1=C(C(=CC(=C1)C(NC(C)(C)C1=CC=CC=C1)=O)OP(=O)(OC(C)C)OC(C)C)C(CC(=O)O)(C)C)=O 3-(2-(2-(tert-butoxy)-2-oxoethyl)-6-((diisopropoxyphosphoryl)oxy)-4-((2-phenylpropan-2-yl)carbamoyl)phenyl)-3-methylbutanoic acid